CC(C)C[C@@H](C(=O)N[C@@H](CC(=O)O)C(=O)NCC(=O)O)N The molecule is a tripeptide composed of L-leucine, L-aspartic acid and glycine joined in sequence by peptide linkages. It has a role as a metabolite. It derives from a L-leucine, a L-aspartic acid and a glycine.